methyl 1-methyl-5-oxo-L-prolinate CN1[C@@H](CCC1=O)C(=O)OC